FC1=C(C=C(C=C1)F)[C@@](CN1N=NC=C1)([C@H](C#C)C)O (2r,3s)-2-(2,5-difluorophenyl)-3-methyl-1-(1H-triazol-1-yl)-4-pentyn-2-ol